2,3-dimethylquinoxaline-5-carboxylic acid CC1=NC=2C=CC=C(C2N=C1C)C(=O)O